(S)-(1-{2-[1-(4-fluorophenyl)ethylamino]-6-(pyrazin-2-ylamino)pyrimidin-4-yl}azetidin-3-yl)(morpholino)methanone FC1=CC=C(C=C1)[C@H](C)NC1=NC(=CC(=N1)N1CC(C1)C(=O)N1CCOCC1)NC1=NC=CN=C1